(E)-3-bromo-N-(4-cyano-3-(trifluoromethyl)phenyl)acrylamide Br/C=C/C(=O)NC1=CC(=C(C=C1)C#N)C(F)(F)F